tert-butyl (2S)-2-((((2S,5R)-6-((S)-2-ethoxy-1-fluoro-2-oxoethoxy)-3-methyl-7-oxo-1,6-diazabicyclo[3.2.1]oct-3-ene-2-carboxamido)oxy)methyl)-4,4-difluoropyrrolidine-1-carboxylate C(C)OC([C@@H](ON1[C@@H]2C=C([C@H](N(C1=O)C2)C(=O)NOC[C@H]2N(CC(C2)(F)F)C(=O)OC(C)(C)C)C)F)=O